C(CCC)O[Si](OCCCC)(OCCCC)OCCCC ortho-silicic acid tetra-n-butyl ester